2-[1-[6-Methyl-4-oxo-2-[1-(2-pyridyl)pyrazol-4-yl]chromen-8-yl]ethylamino]benzoic acid CC=1C=C2C(C=C(OC2=C(C1)C(C)NC1=C(C(=O)O)C=CC=C1)C=1C=NN(C1)C1=NC=CC=C1)=O